4-((2S,5R)-4-((S)-1-(4-chlorophenyl)-2-methylpropyl)-2,5-dimethylpiperazin-1-yl)-2-methyl-1-(((S)-tetrahydrofuran-2-yl)methyl)-1H-[1,2,4]triazolo[3,4-b]purine ClC1=CC=C(C=C1)[C@H](C(C)C)N1C[C@@H](N(C[C@H]1C)C=1C=2N=C(N(C2N2C(N1)=NN=C2)C[C@H]2OCCC2)C)C